C([O-])([O-])([O-])[O-].[Mg+2].[Mg+2] magnesium orthocarbonate